C1(=CC(=CC=C1)C1=NC(=NC=C1Cl)NC1CCC(CC1)C(=O)N)C1=CC=CC=C1 4-((4-([1,1'-biphenyl]-3-yl)-5-chloropyrimidin-2-yl)amino)cyclohexane-1-carboxamide